O1CCN(CC1)C=1NC(C=C(N1)C1=CC(=CC=C1)N1N=CC=C1)(C(=O)OCC)NC=1C=NC=CC1 ethyl 2-morpholino-4-(3-pyrazol-1-ylphenyl)-6-(3-pyridylamino)pyrimidine-6-carboxylate